CC1(OCC(C2=CC=CC=C12)CO)C (1,1-Dimethylisochroman-4-yl)methanol